5-bromo-3-(ethanesulfonyl)-2-[3-methyl-6-(1,1,2,2,2-pentafluoroethyl)imidazo[4,5-b]pyridin-2-yl]pyridine BrC=1C=C(C(=NC1)C1=NC=2C(=NC=C(C2)C(C(F)(F)F)(F)F)N1C)S(=O)(=O)CC